7-(6-(4,4-difluoropiperidine-1-carbonyl)-4-fluoroisoquinolin-1-yl)-2-methyl-5,6,7,8-tetrahydro-[1,2,4]triazolo[4,3-a]pyrazin-3(2H)-one FC1(CCN(CC1)C(=O)C=1C=C2C(=CN=C(C2=CC1)N1CC=2N(CC1)C(N(N2)C)=O)F)F